8-fluoro-4-(4-(4-oxopent-2-enoyl)piperazin-1-yl)quinoline FC=1C=CC=C2C(=CC=NC12)N1CCN(CC1)C(C=CC(C)=O)=O